N4-[(2,4-dimethoxyphenyl)methyl]-2,6-dimethyl-pyridine-3,4-diamine COC1=C(C=CC(=C1)OC)CNC1=C(C(=NC(=C1)C)C)N